(Z)-1,3-di(2,5,8,11-tetraoxatetradec-12-en-13-yl)benzene COCCOCCOCCOC=C(C)C1=CC(=CC=C1)\C(=C/OCCOCCOCCOC)\C